N1N=C(C=C1)C(C(CCCCCCCCCCC)=O)C1=NNC=C1 dipyrazolyl-tridecanone